N-(2-fluoro-4-(hydrazinecarbonyl)benzyl)-N-phenylthiomorpholine-4-carboxamide 1,1-dioxide FC1=C(CN(C(=O)N2CCS(CC2)(=O)=O)C2=CC=CC=C2)C=CC(=C1)C(=O)NN